N-(5-chloro-6-(2H-1,2,3-triazol-2-yl)pyridin-3-yl)-1-(2-hydroxyethyl)-3-phenyl-4-(trifluoromethyl)-1H-pyrazole-5-carboxamide ClC=1C=C(C=NC1N1N=CC=N1)NC(=O)C1=C(C(=NN1CCO)C1=CC=CC=C1)C(F)(F)F